3-(1-(2-Fluoro-6-methylphenyl)piperidin-4-yl)-6-methyl-1-((3-(trifluoromethyl)pyridin-2-yl)methyl)quinoxalin-2(1H)-one FC1=C(C(=CC=C1)C)N1CCC(CC1)C=1C(N(C2=CC=C(C=C2N1)C)CC1=NC=CC=C1C(F)(F)F)=O